[C@@H]12[C@@H](C[C@@H](CC1)C2)N (1R,2R,4S)-bicyclo[2.2.1]heptane-2-ylamine